SCC1=CC=C(C(=O)OCCN(C)C)C=C1 2-(dimethylamino)ethyl 4-[(sulfanyl)methyl]benzoate